OC(C(C)O)S(=O)(=O)O 1,2-dihydroxyl-propanesulfonic acid